O=C(CO\N=C\C(C)C1=C2C=NNC(C2=CC=C1)=O)N1CCN(CC1)C1=NC=C(C=N1)C(F)(F)F (E)-2-(1-oxo-1,2-dihydrophthalazin-5-yl)propanal-O-(2-oxo-2-(4-(5-(trifluoromethyl)pyrimidin-2-yl)piperazin-1-yl)ethyl) oxime